Benzyl (S)-3-(1-ethyl-4-methyl-1H-benzo[d][1,2,3]triazol-5-yl)-3-(4-(hydroxymethyl)-5-methylthiophen-2-yl)-2,2-dimethylpropanoate C(C)N1N=NC2=C1C=CC(=C2C)[C@@H](C(C(=O)OCC2=CC=CC=C2)(C)C)C=2SC(=C(C2)CO)C